4-((5-(2,4-difluoro-3-hydroxyphenyl)-1,3,4-thiadiazol-2-yl)methyl)-6-((1-(trifluoromethyl)cyclopropyl)methyl)-4,6-diazaspiro[2.4]heptane-5,7-dione FC1=C(C=CC(=C1O)F)C1=NN=C(S1)CN1C2(CC2)C(N(C1=O)CC1(CC1)C(F)(F)F)=O